CC1=C(C=CC=C1Cl)NC(=O)C1(CC1)C(=O)NC1=C(C(=CC=C1)Cl)C N,N'-bis(2-methyl-3-chlorophenyl)cyclopropane-1,1-diamide